ClC1=C(C=CC=C1Cl)C1=CC(=CC=N1)NCC1=C(C=C(C=C1)OC)OC 6-(2,3-dichlorophenyl)-4-((2,4-dimethoxybenzyl)amino)pyridine